5-chloro-2-(thiophene-2-yl-disulfanyl)benzo[d]oxazole ClC=1C=CC2=C(N=C(O2)SSC=2SC=CC2)C1